N1=C(C=CC=2CCCNC12)CC[C@@H]1C[C@H](C1)C(=O)NC(CC(=O)O)C=1C=NC(=NC1)C(F)(F)F 3-(trans-3-(2-(5,6,7,8-tetrahydro-1,8-naphthyridin-2-yl)ethyl)cyclobutane-1-carboxamido)-3-(2-(trifluoromethyl)pyrimidin-5-yl)propionic acid